C(#N)\C=C\1/[C@H](N(C1)C(=O)OC(C)(C)C)C tert-butyl (R,Z)-3-(cyanomethylene)-2-methylazetidine-1-carboxylate